(1-pentyloxy)benzene C(CCCC)OC1=CC=CC=C1